CC[C@@]1([C@@H]([C@@H]([C@H](O1)CO)O)O)N2C=CC(=O)NC2=O ethyluridine